BrC1=CC=C(C=2C1=NSN2)C2=CC=C(N(C1=CC=CC=C1)C1=CC=CC=C1)C=C2 4-(7-bromobenzo[c][1,2,5]thiadiazol-4-yl)-N,N-diphenyl-aniline